C(#N)C1=C(C=C(C=C1)NC(C(C)(C)N1N=CC(=C1)C1CCN(CC1)C1CCC2(CN(C2)C=2C=C3C(N(C(C3=CC2)=O)C2C(NC(CC2)=O)=O)=O)CC1)=O)C(F)(F)F N-(4-cyano-3-(trifluoromethyl)phenyl)-2-(4-(1-(2-(2-(2,6-dioxopiperidin-3-yl)-1,3-dioxoisoindolin-5-yl)-2-azaspiro[3.5]nonan-7-yl)piperidin-4-yl)-1H-pyrazol-1-yl)-2-methylpropanamide